(2S,4r)-1-[(2S)-2-(4-cyclopropyl-triazol-1-yl)-3,3-dimethyl-butyryl]-4-hydroxy-N-[2-(3-oxopiperazin-1-yl)ethyl]pyrrolidine-2-carboxamide C1(CC1)C=1N=NN(C1)[C@H](C(=O)N1[C@@H](C[C@H](C1)O)C(=O)NCCN1CC(NCC1)=O)C(C)(C)C